(S)-1-((R)-7-chloro-3-cyclohexyl-2-methyl-1,1-dioxido-5-phenyl-2,3,4,5-tetrahydrobenzo[f][1,2,5]thiadiazepin-8-yl)-3-fluoropyrrolidine-3-carboxylic acid ClC=1C(=CC2=C(N(C[C@H](N(S2(=O)=O)C)C2CCCCC2)C2=CC=CC=C2)C1)N1C[C@@](CC1)(C(=O)O)F